ClC1=CC(=NC=N1)C=1NN=C2C=C(C(=CC12)OC1(CC1)C)F 3-(6-chloropyrimidin-4-yl)-6-fluoro-5-(1-methylcyclopropoxy)-2H-indazole